tert-Butyl 4-{[1-(2,6-dioxopiperidin-3-yl)-3-methyl-2-oxo-2,3-dihydro-1H-benzimidazol-4-yl]methyl}piperazine-1-carboxylate Sodium triacetoxyborohydride C(C)(=O)O[BH-](OC(C)=O)OC(C)=O.[Na+].O=C1NC(CCC1N1C(N(C2=C1C=CC=C2CN2CCN(CC2)C(=O)OC(C)(C)C)C)=O)=O